6-chloro-2-((diphenylmethylene)Amino)-8-fluoro-4-(piperazin-1-yl)quinoline-3-carbonitrile ClC=1C=C2C(=C(C(=NC2=C(C1)F)N=C(C1=CC=CC=C1)C1=CC=CC=C1)C#N)N1CCNCC1